C1(CC1)C=1C=C(C=2N(C1)C=C(N2)CN)C2(COC2)F (6-cyclopropyl-8-(3-fluorooxetan-3-yl)imidazo[1,2-a]pyridin-2-yl)methanamine